((2,6-diMethylpyrimidin-4-yl)amino)-N-ethoxynicotinamide CC1=NC(=CC(=N1)NC1=C(C(=O)NOCC)C=CC=N1)C